N-(2-carbamoyl-4-chloro-6-methyl-phenyl)-2-(3-chloro-2-pyridyl)-5-[[5-(2,3-dichlorophenyl)tetrazol-2-yl]methyl]pyrazole-3-carboxamide C(N)(=O)C1=C(C(=CC(=C1)Cl)C)NC(=O)C=1N(N=C(C1)CN1N=C(N=N1)C1=C(C(=CC=C1)Cl)Cl)C1=NC=CC=C1Cl